ClC[C@@H](CC1=C(C=C(C=C1)C)Cl)NC(=O)C1=CN=NC=C1OC1=CC(=CC=C1)C1CC1 |r| N-[(2RS)-1-chloro-3-(2-chloro-4-methylphenyl)propan-2-yl]-5-(3-cyclopropylphenoxy)pyridazine-4-carboxamide